CC1([C@@H]2CCC=3[C@@H]4CC[C@H]([C@@H](CCC=C(C)C)C)[C@]4(CCC3[C@]2(CC[C@@H]1O)C)C)C 4,4-dimethyl-5alpha-cholesta-8,24-dien-3beta-ol